ClC1=CC2=C(C=N1)N=C(N2CC(F)(F)F)C(F)(F)F 6-chloro-1-(2,2,2-trifluoroethyl)-2-(trifluoromethyl)-1H-imidazo[4,5-c]pyridine